(S)-3-(2-(4-(p-tolyl)piperazin-1-yl)ethyl)-2-oxa-8-azaspiro[4.5]decan-1-one C1(=CC=C(C=C1)N1CCN(CC1)CC[C@H]1OC(C2(C1)CCNCC2)=O)C